CC(C=O)C(CCCC)C 2,3-dimethylheptanal